C(C)S(=O)(=O)C=1C=C(C=NC1N1CC2=C(C1=O)C=C(S2)C(C(F)(F)F)(F)F)N(C(C)=O)C N-[5-ethylsulfonyl-6-[4-oxo-2-(1,1,2,2,2-pentafluoroethyl)-6H-thieno[2,3-c]pyrrol-5-yl]-3-pyridyl]-N-methyl-acetamide